ClC1=CC=2C(C=3N=C(N=CC3C2C=C1)O)=O 7-chloro-2-hydroxy-9H-indeno[2,1-d]pyrimidin-9-one